CNCCC(=O)OCC1=CC=CC=C1 Benzyl 3-(methylamino)propanoate